C(=O)C1=CC=C(C=C1)C1=CC=C(C=C1)B(O)O 4-(4-formylphenyl)phenylboronic acid